C(C)[C@]1(C[C@@H](CCC1)NC1=NC(=NC=C1C#N)NC1CCC(CC1)OC)O 4-((1R,3S)-3-ethyl-3-hydroxycyclohexylamino)-2-((1r,4R)-4-methoxycyclohexylamino)pyrimidine-5-carbonitrile